ClC1=C2C=C(C(=NC2=CC=C1)C=1C=NC(=CC1)C)C(F)F 5-chloro-3-(difluoromethyl)-2-(6-methylpyridin-3-yl)quinoline